NCC1CCN(CC1)C 4-(aminomethyl)-1-methylpiperidine